COC(=O)C=1N=NC(=CC1NC1=NC=C(C=C1)N1C(COCC1)=O)C1=C(C=CC=C1F)F 6-(2,6-difluorophenyl)-4-((5-(3-oxomorpholino)pyridin-2-yl)amino)pyridazine-3-carboxylic acid methyl ester